dimethyl-3,4,5,6-tetrahydro-2(1H)-pyrimidinone CN1C(N(CCC1)C)=O